C(CCCCC)(=O)OCN1C(C=C(C2=CC=C(C=C12)CCN1CCN(CC1)C1=CC(=CC=2SC=CC21)F)NC(C)=O)=O (4-acetamido-7-(2-(4-(6-fluorobenzo[b]thiophen-4-yl)piperazin-1-yl)ethyl)-2-oxoquinolin-1(2H)-yl)methyl hexanoate